4-isopropyl-1-methyl-7-oxabicyclo[2.2.1]heptan-2-ol C(C)(C)C12CC(C(CC1)(O2)C)O